benzyl (1,3-bis((2,2-dimethyl-1,3-dioxan-5-yl)methoxy)-2-(((2,2-dimethyl-1,3-dioxan-5-yl)methoxy) methyl)propan-2-yl)carbamate CC1(OCC(CO1)COCC(COCC1COC(OC1)(C)C)(COCC1COC(OC1)(C)C)NC(OCC1=CC=CC=C1)=O)C